CN(C1(CCC2(CN(C(N2)=O)C2=NC=CC=C2OC)CC1)C1=CC=CC=C1)C cis-8-dimethylamino-3-(3-methoxy-pyridin-2-yl)-8-phenyl-1,3-diazaspiro[4.5]decan-2-one